FC(C1=C(C(C2=CC=C(C=C2)Cl)OC2CN(C2)C(=O)NCC=C)C=CC=C1)(F)F 3-[2-(trifluoromethyl)-4'-chlorobenzhydryloxy]-N-(allyl)azetidine-1-carboxamide